C(C1=CC=CC=C1)C=1C=2N(C=C(N1)C1=C(C=CC=C1)F)C(=C(N2)CC=2OC(=C(C2)C)C)CC(=O)[O-] 8-Benzyl-2-((4,5-dimethylfuran-2-yl)methyl)-6-(2-fluorophenyl)imidazo[1,2-a]pyrazin-3-yl-acetat